C(C)C1(COC1)CC1OCC1 3-ethyl-3-(oxetanylmethyl)oxetane